7-(3,4-dihydro-1,5-naphthyridin-1(2H)-yl)quinoline-3-carboxylic acid ethyl ester C(C)OC(=O)C=1C=NC2=CC(=CC=C2C1)N1CCCC2=NC=CC=C12